4,4-bis(2-(octyloxy)ethoxy)butanoic acid C(CCCCCCC)OCCOC(CCC(=O)O)OCCOCCCCCCCC